ClC1=CC2=C(C(N(N=C2)C)=O)C(=N1)OC 7-Chloro-5-methoxy-3-methylpyrido[3,4-d]pyridazin-4(3H)-one